1,4-dihydropyrazolo[4,3-c]pyrazole-3-carboxylate N1N=C(C2=C1C=NN2)C(=O)[O-]